OC=1C=C(CCC2=C(C(=O)N)C=CC(=C2)[Sn](CCCC)(CCCC)CCCC)C=CC1O (3,4-dihydroxyphenethyl)-4-(tributylstannyl)benzamide